FC=1C=C(COC=2C=C3N(C(N2)=O)CC2N3CCN(C2)C(=O)OC(C)C)C=CC1F Isopropyl 7-((3,4-difluorobenzyl) oxy)-9-oxo-3,4,11,11a-tetrahydro-1H-pyrazino[1',2':3,4]imidazo[1,2-c]pyrimidine-2(9H)-carboxylate